2,6-diisopropylphenyl-magnesium bromide C(C)(C)C1=C(C(=CC=C1)C(C)C)[Mg]Br